2-[6-(cyclopropylamino)-2-fluoropyridin-3-yl]-6,7-dihydro-5H-pyrazolo[5,1-b][1,3]oxazine-3-carboxylic acid C1(CC1)NC1=CC=C(C(=N1)F)C1=NN2C(OCCC2)=C1C(=O)O